5-(1-fluoro-2-methylpropan-2-yl)-N-(8-(2-((1-methyl-1H-pyrazol-4-yl)amino)pyrimidin-4-yl)-2-(oxetan-3-yl)-2,3,4,5-tetrahydro-1H-benzo[c]azepin-5-yl)-1,3,4-oxadiazole-2-carboxamide FCC(C)(C)C1=NN=C(O1)C(=O)NC1C2=C(CN(CC1)C1COC1)C=C(C=C2)C2=NC(=NC=C2)NC=2C=NN(C2)C